OC1CC(C1)N1N=C2C=C(C(=CC2=C1)C(=O)OC)OC(C)C methyl 2-((1r,3r)-3-(hydroxy)cyclobutyl)-6-isopropoxy-2H-indazole-5-carboxylate